2-(thiophen-2-ylmethyl)azepane ((1S,4S,5S)-4-(4-(3-ethyl-2-methyloctan-2-yl)-2,6-dihydroxyphenyl)-6,6-dimethylbicyclo[3.1.1]hept-2-en-2-yl)methyl-pivalate C(C)C(C(C)(C)C1=CC(=C(C(=C1)O)[C@H]1C=C([C@@H]2C([C@H]1C2)(C)C)CCC(C(=O)O)(C)C)O)CCCCC.S2C(=CC=C2)CC2NCCCCC2